1-((3-((1R,5S,6R)-3-(3-chloro-2-fluorophenyl)-3-azabicyclo[3.1.0]hex-6-yl)-1,2,4-oxadiazol-5-yl)methyl)-7-methyl-1,7-dihydro-6H-purin-6-one ClC=1C(=C(C=CC1)N1C[C@H]2C([C@H]2C1)C1=NOC(=N1)CN1C=NC=2N=CN(C2C1=O)C)F